2-(Chloromethyl)-5-methoxypyridine hydrochloride Cl.ClCC1=NC=C(C=C1)OC